5-(3,4-dimethyl-1-(2-morpholinylethyl)-2-oxo-5-phenyl-2,3-dihydro-1H-pyrrol-3-yl)valeronitrile CC1(C(N(C(=C1C)C1=CC=CC=C1)CCN1CCOCC1)=O)CCCCC#N